(S)-2-bromo-N-(1-(3-fluorophenyl)ethyl)acetamide BrCC(=O)N[C@@H](C)C1=CC(=CC=C1)F